C(C)(C)(C)NCCCS(=O)(=O)O 3-(tert-butylamino)propanesulfonic acid